(Z)-1-tetradecene-1-ol C(=C/CCCCCCCCCCCC)/O